Ethyl 2-(1-(2-cyanophenyl)-1-(1-methyl-1H-pyrazol-4-yl)propan-2-yl)-1-isopropyl-5-methoxy-6-oxo-1,6-dihydropyrimidine-4-carboxylate C(#N)C1=C(C=CC=C1)C(C(C)C=1N(C(C(=C(N1)C(=O)OCC)OC)=O)C(C)C)C=1C=NN(C1)C